(E)-4-oxo-4-phenyl-but-2-enoic acid O=C(/C=C/C(=O)O)C1=CC=CC=C1